COC1=C(C=C(C=C1)NS(=O)(=O)C1CC1)\C=C\CC1=CC=CC=C1 (E)-N-(4-methoxy-3-(3-phenylprop-1-en-1-yl)phenyl)cyclopropanesulphonamide